tert-Butyl 4-(((1s,4s)-4-(4-(2,4-dioxotetrahydropyrimidin-1(2H)-yl)-1H-indol-1-yl)cyclohexyl)methyl)piperazine-1-carboxylate O=C1N(CCC(N1)=O)C1=C2C=CN(C2=CC=C1)C1CCC(CC1)CN1CCN(CC1)C(=O)OC(C)(C)C